BrC=1C=C2C(=NN(C2=CC1)C(C)C)COC=1C=C(C(=O)OC)C=CC1 methyl 3-((5-bromo-1-isopropyl-1H-indazol-3-yl)methoxy)benzoate